(-)-(5-{[2-(4-Chlorophenyl)imidazo[1,2-a]pyridin-3-yl]methyl}-2,5-diazabicyclo[2.2.2]oct-2-yl)-(3-methoxyphenyl)methanon ClC1=CC=C(C=C1)C=1N=C2N(C=CC=C2)C1CN1C2CN(C(C1)CC2)C(=O)C2=CC(=CC=C2)OC